CC1(CC(=C(C(=O)[O-])C=C1)C)C(=O)[O-] 4-methyl-2-methylterephthalate